8-(2,4-dichlorophenyl)-9-(2-fluoro-4-((1-(3-fluoropropyl)azetidin-3-yl)methyl)phenyl)-6,7-dihydro-5H-benzo[7]annulene-3-carboxylic acid hydrochloride Cl.ClC1=C(C=CC(=C1)Cl)C=1CCCC2=C(C1C1=C(C=C(C=C1)CC1CN(C1)CCCF)F)C=CC(=C2)C(=O)O